OCC(CC(CCCCCCCCCCCC=C)O)O 1,2,4-trihydroxyheptadec-16-ene